(3R,7S)-2-(4-chloro-3-cyanobenzoyl)-9-(1-(4-(difluoromethoxy)phenyl)ethyl)-3-methyl-10-oxo-1,2,3,4,7,8,9,10-octahydropyrido[4',3':3,4]pyrazolo[1,5-a]pyrazine-7-carboxylic acid ClC1=C(C=C(C(=O)N2CC=3C(=NN4C3C(N(C[C@H]4C(=O)O)C(C)C4=CC=C(C=C4)OC(F)F)=O)C[C@H]2C)C=C1)C#N